2,2-dimethoxy-1-(3-dimethoxysilylpropyl)-1-aza-2-silacyclopentane CO[Si]1(N(CCC1)CCC[SiH](OC)OC)OC